FC(C(=O)O)(F)F.CN(C(=O)O\N=C(/C)\[C@H]1CC[C@H]2[C@@H]3CCC4C[C@H](CC[C@@]4([C@H]3CC[C@]12C)C)O)CCNC (E)-1-((3S,8R,9S,10S,13S,14S,17S)-3-hydroxy-10,13-dimethylhexadecahydro-1H-cyclopenta[a]phenanthren-17-yl)ethan-1-one O-(methyl-(2-(methylamino)ethyl)carbamoyl) oxime trifluoroacetate